COC1=C2C(NC(=NC2=CC(=C1)OC)C1=CC=C(C=C1)N1CCN(CC1)CC1=CC(=C2CN(C(C2=C1)=O)C1C(NC(CC1)=O)=O)F)=O 3-(6-((4-(4-(5,7-dimethoxy-4-oxo-3,4-dihydroquinazolin-2-yl)phenyl)piperazin-1-yl)methyl)-4-fluoro-1-oxoisoindolin-2-yl)piperidine-2,6-dione